FC1(C(CN(CC1)[C@H](C(=O)NC=1SC2=C(N1)C=C1C(=C2)OC(O1)(F)F)C)C=1C=NC(=C(C1)CNC)OC)F (2S)-2-(4,4-difluoro-3-(6-methoxy-5-((methylamino)methyl)pyridin-3-yl)piperidin-1-yl)-N-(2,2-difluoro-[1,3]dioxolo[4',5':4,5]benzo[1,2-d]thiazol-6-yl)propanamide